FC(C1=NN=C(S1)C1=NC(=NC2=C(C=C(C=C12)S(=O)(=O)NC1(CC1)C)N1C[C@@H](N[C@@H](C1)C)CO)C)F |r| rac-4-(5-(difluoromethyl)-1,3,4-thiadiazol-2-yl)-8-((3R,5R)-3-(hydroxymethyl)-5-methylpiperazin-1-yl)-2-methyl-N-(1-methylcyclopropyl)quinazoline-6-sulfonamide